Hydroxy-6-isopropyl-3-(2-methylpropyl)-2H-pyran-2-one OC1=C(C(OC(=C1)C(C)C)=O)CC(C)C